FC1=C(CC2=NC3=C(N2[C@@H]2COCC2(C)C)C=C(C=C3)C(=O)OC)C=C(C(=C1)C1=NC(=CC=C1)OCC=1C(=NC(=CC1)C)F)F Methyl (S)-2-(2,5-difluoro-4-(6-((2-fluoro-6-methylpyridin-3-yl)methoxy)pyridin-2-yl)benzyl)-1-(4,4-dimethyltetrahydrofuran-3-yl)-1H-benzo[d]imidazole-6-carboxylate